O1COC2=C1C=CC(=C2)NC2=NC=C(C(=N2)N2C=C(C=C2)C(=O)NC(CO)C2=CC=CC=C2)C 1-(2-(benzo[d][1,3]dioxol-5-ylamino)-5-methylpyrimidin-4-yl)-N-(2-hydroxy-1-phenylethyl)-1H-pyrrole-3-carboxamide